Cl.N[C@H](C(=O)OC[C@@H](CC)NC1=NC(=C2N=CN(C2=N1)C(C)C)N(C1=CC=CC=C1)C)C(C)C [(2R)-2-[[9-isopropyl-6-(N-methylanilino)purin-2-yl]amino]butyl] (2S)-2-amino-3-methyl-butanoate hydrochloride